N[C@@H](C(=O)O)CCCCNC(=N)NC (2R)-2-amino-6-(N'-methylcarbamimidamido)hexanoic acid